(4-isocyanato-phenoxy)-acetic acid 2-[2-(4-isocyanato-phenoxy)-hexanoyl oxy]-ethyl ester N(=C=O)C1=CC=C(OC(C(=O)OCCOC(COC2=CC=C(C=C2)N=C=O)=O)CCCC)C=C1